Cl.N[C@H]1C[C@@H](CC1)NC(C1=CN=C(C=C1N1C[C@H](CCC1)O)NC1=NC(=C(C=C1)[N+](=O)[O-])C1=C(C=CC=C1OC)F)=O N-((1R,3R)-3-aminocyclopentyl)-6-((6-(2-fluoro-6-methoxyphenyl)-5-nitropyridin-2-yl)amino)-4-((S)-3-hydroxypiperidin-1-yl)nicotinamide hydrochloride